COC1=NC=C(C2=C1N=C(S2)[NH-])C=2N=C(SC2)C [4-methoxy-7-(2-methyl-thiazol-4-yl)-thiazolo[4,5-c]pyridin-2-yl]-amid